C(C#CC)OC=1C=C(C=2N(C1)N=CC2C#N)C=2C=NC(=CC2)N2CC1N(C(C2)C1)CC=1C=NC(=CC1)OC 6-(but-2-yn-1-yloxy)-4-(6-(6-((6-methoxypyridin-3-yl)methyl)-3,6-diazabicyclo[3.1.1]heptan-3-yl)pyridin-3-yl)pyrazolo[1,5-a]pyridine-3-carbonitrile